C(CCCCCCO)CCCCC/C=C/C(=O)O The molecule is an omega-hydroxy fatty acid that is trans-2-pentadecenoic acid in which one of the hydrogens of the terminal methyl group has been replaced by a hydroxy group. It is an alpha,beta-unsaturated monocarboxylic acid, an omega-hydroxy fatty acid, a long-chain fatty acid, a straight-chain fatty acid and a hydroxy monounsaturated fatty acid. It derives from a trans-2-pentadecenoic acid.